OC1=C(C=CC=C1C1=CC=CC=C1)C1=CC=C(C=C1)NC(C)=O N-(2'-Hydroxy-[1,1':3',1''-terphenyl]-4-yl)acetamide